BrC1=C2CCCOC2=C(C=C1N)Cl 5-bromo-8-chlorochroman-6-amine